BrCC(=O)OC1(CCCCC1)CC 1-ethylcyclohexyl bromoacetate